3-fluoro-5-(1,1,1-trifluoropropan-2-yl)pyridin-2-amine FC=1C(=NC=C(C1)C(C(F)(F)F)C)N